1,3-dihydro-2H-benzimidazol-2-one N1C(NC2=C1C=CC=C2)=O